acrylamidopropyltetrakis(dimethylsilyloxy)-dimethylbutylsilane C(C=C)(=O)NCCC[Si](C(C(CC)(O[SiH](C)C)O[SiH](C)C)(O[SiH](C)C)O[SiH](C)C)(C)C